C1(=CC=CC=C1)C(=N[C@@H](CC1=CC(=CC=C1)OCC)C(=O)OC)C1=CC=CC=C1 methyl N-(diphenylmethylidene)-3-ethoxyphenylalaninate